4-(oxan-4-yl)-3-(trifluoromethyl)phenol O1CCC(CC1)C1=C(C=C(C=C1)O)C(F)(F)F